5-methyl-4-oxo-7-[3-(propylcarbamoyl)azetidin-1-yl]-1-(1,3-thiazol-2-yl)-1,4-dihydro-1,8-naphthyridine-3-carboxylic acid CC1=C2C(C(=CN(C2=NC(=C1)N1CC(C1)C(NCCC)=O)C=1SC=CN1)C(=O)O)=O